(S)-3-hydroxy-2-methylpropanoic acid OC[C@@H](C(=O)O)C